5-(2-chloro-5-(isobutyrylaminomethyl)benzoylamino)-N-(2-chlorophenyl)-1-(3-methoxypropyl)-1H-indole-2-carboxamide ClC1=C(C(=O)NC=2C=C3C=C(N(C3=CC2)CCCOC)C(=O)NC2=C(C=CC=C2)Cl)C=C(C=C1)CNC(C(C)C)=O